N-((1r,3r)-3-((4-methoxy-5-(quinoxalin-6-yl)-7H-pyrrolo[2,3-d]pyrimidin-2-yl)amino)-1-methylcyclobutyl)acetamide COC=1C2=C(N=C(N1)NC1CC(C1)(C)NC(C)=O)NC=C2C=2C=C1N=CC=NC1=CC2